Cl.Cl.N1C=NC=2C1=CN=NC2N 1H-imidazo[4,5-d]pyridazin-4-amine dihydrochloride